3-(4-(1H-pyrazol-4-yl)phenyl)-1-(3-fluoro-5-methoxybenzyl)-8-(oxetan-3-yl)-1,3,8-triazaspiro[4.5]decan-2-one N1N=CC(=C1)C1=CC=C(C=C1)N1C(N(C2(C1)CCN(CC2)C2COC2)CC2=CC(=CC(=C2)OC)F)=O